BrC=1C=C(C=CC1)C(C(=O)O)(C)N(C)C(=O)OCC1C2=CC=CC=C2C=2C=CC=CC12 3-bromophenyl-2-[9H-fluoren-9-ylmethoxycarbonyl(methyl)amino]propanoic acid